5-bromo-N,N-diethylbenzothiazole-2-amine BrC=1C=CC2=C(N=C(S2)N(CC)CC)C1